dicarboxysulfonamide C(=O)(O)N(S(=O)=O)C(=O)O